COC=1C=C(N)C=C(C1)S(=O)(=O)C 3-Methoxy-5-(methylsulfonyl)aniline